1-(6-((4,4-difluorocyclohexyl)amino)-5-methoxy-2-(4-methylthiazol-2-yl)pyrimidin-4-yl)ethan-1-ol FC1(CCC(CC1)NC1=C(C(=NC(=N1)C=1SC=C(N1)C)C(C)O)OC)F